CC(CCCCCCC)C dimethyloctan